2-({5-chloro-2-[(3-methyl-5,6-dihydro-4H-pyrrolo[1,2-b]pyrazol-2-yl)amino]pyridin-4-yl}amino)-N-methoxybenzamide ClC=1C(=CC(=NC1)NC=1C(=C2N(N1)CCC2)C)NC2=C(C(=O)NOC)C=CC=C2